cis-cyclopentyl(7-fluoro-5-phenyl-6,7-dihydro-5H-pyrrolo[1,2-b][1,2,4]triazol-2-yl)methanol C1(CCCC1)C(O)C=1N=C2N(N1)[C@@H](C[C@@H]2F)C2=CC=CC=C2